Cl.C(CCCC)C(=O)O pentane-1-carboxylic acid HCl